tin (III) oxide [Sn+]=O